3-(2-ethylphenyl)-2-phenyl-2H-indazole C(C)C1=C(C=CC=C1)C=1N(N=C2C=CC=CC12)C1=CC=CC=C1